(S,E)-4-(3-chlorophenoxy)-2-cyclopentyl-N-(4-(methylsulfonyl)but-3-en-2-yl)pyrimidine-5-carboxamide ClC=1C=C(OC2=NC(=NC=C2C(=O)N[C@@H](C)\C=C\S(=O)(=O)C)C2CCCC2)C=CC1